coumaryl-agmatine C(\C=C\C1=CC=C(C=C1)O)NCCCCNC(N)=N